(S)-3-(5-(4-((1-(2-fluoro-4-((3R,4S)-7-hydroxy-3-phenylisochroman-4-yl)phenyl)piperidin-4-yl)methyl)piperazin-1-yl)-1-oxoisoindolin-2-yl)piperidine-2,6-dione FC1=C(C=CC(=C1)[C@@H]1[C@@H](OCC2=CC(=CC=C12)O)C1=CC=CC=C1)N1CCC(CC1)CN1CCN(CC1)C=1C=C2CN(C(C2=CC1)=O)[C@@H]1C(NC(CC1)=O)=O